N-(2,6-dimethyl-4-nitrophenyl)-2-(piperidin-1-yl)butanamide CC1=C(C(=CC(=C1)[N+](=O)[O-])C)NC(C(CC)N1CCCCC1)=O